CC1(C2CCCN12)C 6,6-dimethyl-azabicyclo-[3.1.0]-hexane